ON=C(C)C1=NN(C(C=2N1C=C(C2)C(C)C)=O)CC(=O)OC(C)C isopropyl 2-(4-(1-(hydroxyimino)ethyl)-7-isopropyl-1-oxopyrrolo[1,2-d][1,2,4]triazin-2(1H)-yl)acetate